Methyl (3-(5-bromopentanamido)-4-(4-(5-chloropicolinoyl)pyridin-2-yl)phenyl)carbamate BrCCCCC(=O)NC=1C=C(C=CC1C1=NC=CC(=C1)C(C1=NC=C(C=C1)Cl)=O)NC(OC)=O